[C@H]12CN(C[C@H](CC1)O2)C2=NC=1N(C(=C2)C2(CCOCC2)O)N=CC1C1=CC=NN1C1OCCCC1 4-(5-((1R,5S)-8-oxa-3-azabicyclo[3.2.1]octane-3-yl)-3-(1-(tetrahydro-2H-pyran-2-yl)-1H-pyrazol-5-yl)pyrazolo[1,5-a]pyrimidin-7-yl)tetrahydro-2H-pyran-4-ol